thiomorpholineOne N1C(CSCC1)=O